3,5-dimethylphenylhydrazine CC=1C=C(C=C(C1)C)NN